ClC1=C(C(=NC=C1)C)C1=C(C=C(C=C1)NC([C@H](C1CCCCC1)NC(=O)C1=CC=NN1C)=O)F N-((1S)-2-((4-(4-chloro-2-methylpyridin-3-yl)-3-fluorophenyl)amino)-1-cyclohexyl-2-oxoethyl)-1-methyl-1H-pyrazole-5-carboxamide